4-(3-Chloropyridin-4-yl)-N-(4,4-dimethylcyclohexyl)-1H-pyrrole-2-carboxamide ClC=1C=NC=CC1C=1C=C(NC1)C(=O)NC1CCC(CC1)(C)C